O.Cl.N1C=NC2=C1C=CC(=C2)C2=C(NC(=N2)C(C)(C)C)C2=NC(=CC=C2)C 2-(5-benzo[1,3]diazol-5-yl-2-tert-butyl-3H-imidazol-4-yl)-6-methylpyridine hydrochloride hydrate